(E)-2-cyano-N-(4-methoxy-3-sulfamoylbenzyl)-3-(1H-pyrrolo[2,3-b]pyridin-3-yl)acrylamide C(#N)/C(/C(=O)NCC1=CC(=C(C=C1)OC)S(N)(=O)=O)=C\C1=CNC2=NC=CC=C21